2-(3-methyl-1H-1,2,4-triazol-1-yl)-4-(methylsulfonyl)pyrimidine CC1=NN(C=N1)C1=NC=CC(=N1)S(=O)(=O)C